N-(5-methyl-1,3,4-thiadiazol-2-yl)-4-(trans-2-((tetrahydro-2H-pyran-4-ylmethyl)amino)cyclopropyl)-2-naphthamide Hydrochloride Cl.CC1=NN=C(S1)NC(=O)C1=CC2=CC=CC=C2C(=C1)[C@H]1[C@@H](C1)NCC1CCOCC1